8-ethynyl-7-fluoro-3-(methoxymethoxy)naphthalen C(#C)C=1C(=CC=C2C=C(C=CC12)OCOC)F